(R)-1-(o-tolyl)ethylamine C1(=C(C=CC=C1)[C@@H](C)N)C